ClC1=C(C=C(C=C1)NC(NC1CCC=2NC3=C(C=CC=C3C2C1)C(=O)NC1CC1)=O)C(F)(F)F 3-(3-(4-chloro-3-trifluoromethylphenyl)ureido)-N-cyclopropyl-2,3,4,9-tetrahydro-1H-carbazole-8-carboxamide